BrCCCCOC1=CC=C(C=C1)C(C=CC=1SC=CC1)=O 1-(4-(4-bromobutoxy)phenyl)-3-(2-thiophenyl)-2-propen-1-one